2-(2-hydroxy-4-methoxyphenyl)acetic acid OC1=C(C=CC(=C1)OC)CC(=O)O